ClC1=C(C=CC(=C1)C)S(=O)(=O)N1CCC2(CCN(C2)C2CCOCC2)CC1 8-((2-Chloro-4-methylphenyl)sulfonyl)-2-(tetrahydro-2H-pyran-4-yl)-2,8-diazaspiro[4.5]decane